O[C@@H]1[C@H]([C@@H](O[C@@H]([C@H]1O)NC1=C2NC=NC2=NC=N1)C)NC(=O)[C@H]1N(CCC1)C(=O)OC(C)(C)C tert-butyl (2S)-2-[[(2S,3R,4R,5S,6S)-4,5-dihydroxy-2-methyl-6-(7H-purin-6-ylamino)tetrahydropyran-3-yl]carbamoyl]pyrrolidine-1-carboxylate